butyl-dimethyl-[[4-(4,4,5,5-tetramethyl-1,3,2-dioxaborolan-2-yl)-6-(trifluoromethyl)-2-pyridyl]methoxy]silane C(CCC)[Si](OCC1=NC(=CC(=C1)B1OC(C(O1)(C)C)(C)C)C(F)(F)F)(C)C